3-(2-(((3-Carboxypropanoyl)oxy)(phenyl)methoxy)-2,2-diphenylacetoxy)spiro[bicyclo[3.2.1]octane-8,1'-pyrrolidin]-8-ium 2,2,2-trifluoroacetate FC(C(=O)[O-])(F)F.C(=O)(O)CCC(=O)OC(OC(C(=O)OC1CC2CCC(C1)[N+]21CCCC1)(C1=CC=CC=C1)C1=CC=CC=C1)C1=CC=CC=C1